NC1=NC=CC(=C1C#CC=1C=NN(C1)CCC)OC1=C(C=C(C=C1)NC(=O)C=1C(N(C(N(C1)C(C)C)=O)C1=CC=C(C=C1)F)=O)F N-(4-(2-amino-3-((1-propyl-1H-pyrazol-4-yl)ethynyl)pyridin-4-yloxy)-3-fluorophenyl)-3-(4-fluorophenyl)-1-isopropyl-2,4-dioxo-1,2,3,4-tetrahydropyrimidine-5-carboxamide